7-(2-(3-fluoro-4-(trifluoromethyl)phenoxy)-2-methylpropyl)-2-thia-7-azaspiro[3.5]nonane 2,2-dioxide FC=1C=C(OC(CN2CCC3(CS(C3)(=O)=O)CC2)(C)C)C=CC1C(F)(F)F